Tert-butyl (2R)-2-[(4-tert-butylphenyl)-[2-(cyclohexylamino)-2-oxo-1-(3-pyridyl)ethyl]carbamoyl]-2-methyl-pyrrolidine-1-carboxylate C(C)(C)(C)C1=CC=C(C=C1)N(C(=O)[C@@]1(N(CCC1)C(=O)OC(C)(C)C)C)C(C(=O)NC1CCCCC1)C=1C=NC=CC1